O=C[C@H](C)CO (R)-Oxopropan-2-ylmethanol